ClC=1C(=NC=CC1)O[C@H]1C[C@@H](N(CC1)C(CN1N=C(C2=C1CCC2)C(=O)N2CCC(CC2)OCCO)=O)C 1-((2S,4R)-4-((3-chloropyridin-2-yl)oxy)-2-methylpiperidin-1-yl)-2-(3-(4-(2-hydroxyethoxy)piperidine-1-carbonyl)-5,6-dihydrocyclopenta[c]pyrazol-1(4H)-yl)ethanone